2-{3-[(4-methane-sulfonyl-2-methoxy-phenyl)amino]prop-1-yn-1-yl}-N-[(1R,4R)-4-{7-oxa-2-azaspiro[3.5]nonan-2-yl}cyclohexyl]-1-(2,2,2-trifluoro-ethyl)-1H-indol-4-amine CS(=O)(=O)C1=CC(=C(C=C1)NCC#CC=1N(C=2C=CC=C(C2C1)NC1CCC(CC1)N1CC2(C1)CCOCC2)CC(F)(F)F)OC